2-chloro-5-(2,2-difluoroethoxy)pyrimidine ethyl-(4S)-2-chloro-4-(3-fluoro-2-methyl-phenyl)-6-methyl-1,4-dihydropyrimidine-5-carboxylate C(C)OC(=O)C=1[C@@H](N=C(NC1C)Cl)C1=C(C(=CC=C1)F)C.ClC1=NC=C(C=N1)OCC(F)F